C(C(C)(C)C)(=O)OCCN1C(C2C3(C=CC(C2C1=O)(O3)COC(C(C)(C)Br)=O)C(C)OC(=O)OC3=CC=C1C(=CC(OC1=C3)=O)C)=O 2-(4-(((2-bromo-2-methylpropanoyl)oxy)methyl)-7-(1-((((4-methyl-2-oxo-2H-chromen-7-yl)oxy)carbonyl)oxy)ethyl)-1,3-dioxo-1,3,3a,4,7,7a-hexahydro-2H-4,7-epoxyisoindol-2-yl)ethyl pivalate